BrCCC(C(=C)C1=C(C=CC=C1)O[Si](CC)(CC)CC)=O 5-bromo-2-((triethylsiloxy)phenyl)pent-1-en-3-one